COC(=O)C1CCN(CC1)C1CCNCC1 [1,4'-bipiperidine]-4-carboxylic acid methyl ester